(2r,4r)-8-(4-chloro-2-fluorophenyl)-5-(4-chlorobenzyl)-2-(4-hydroxypiperidine-1-carbonyl)-5,8-diazaspiro-[3.5]nonane-6,9-dione ClC1=CC(=C(C=C1)N1CC(N(C2(CC(C2)C(=O)N2CCC(CC2)O)C1=O)CC1=CC=C(C=C1)Cl)=O)F